1,3,3,8-tetramethyl-5-[[(1R)-1-[3-(1,1-difluoro-2-hydroxy-ethyl)-2-fluoro-phenyl]ethyl]amino]pyrrolo[3,2-g]phthalazin-2-one CN1C(C(C=2C=C3C(=NN=C(C3=CC21)C)N[C@H](C)C2=C(C(=CC=C2)C(CO)(F)F)F)(C)C)=O